Cl.Cl.FC(C1=CC=C(C=N1)OC[C@@H]1CC[C@H](CC1)CN)(F)F (trans-4-(((6-(trifluoromethyl)pyridin-3-yl)oxy)methyl)cyclohexyl)methylamine dihydrochloride